BrCC(C(CCC(CC(=O)OC)(C)C)(C)C1=CC(=CC=C1)Br)=O methyl 8-bromo-6-(3-bromophenyl)-3,3,6-trimethyl-7-oxooctanoate